O=C1CN(CCC1C(=O)OCC)C(=O)OCC1=CC=CC=C1 1-benzyl 4-ethyl 3-oxopiperidine-1,4-dicarboxylate